(S)-1-(5-cyano-6-methoxypyridin-3-yl)-3-(2-fluoro-7-(1-methoxyethyl)pyrazolo[1,5-a]pyrimidin-6-yl)urea C(#N)C=1C=C(C=NC1OC)NC(=O)NC=1C=NC=2N(C1[C@H](C)OC)N=C(C2)F